ClC1=NC=C2NC(N(C2=N1)C1CCC(CC1)(C#N)C)=O 4-(2-chloro-8-oxo-8,9-dihydro-7h-purin-9-yl)-1-methylcyclohexane-1-carbonitrile